C(C1=CC=CC=C1)N1C(C=CC=C1)=O N-benzyl-pyridone